FC=1C=C(C(=O)OCC)C=C(C1)C(C1=CC=CC=C1)OC ethyl 3-fluoro-5-(methoxy(phenyl)methyl)benzoate